6-((6-Fluoropyridin-2-yl)amino)-N-methoxy-4-((3-(1-methyl-1H-pyrazol-4-yl)-2-(N-methyl-methylsulfonamido)phenyl)amino)nicotinamide FC1=CC=CC(=N1)NC1=NC=C(C(=O)NOC)C(=C1)NC1=C(C(=CC=C1)C=1C=NN(C1)C)N(S(=O)(=O)C)C